N-[(1R)-1-[3-amino-5-(trifluoromethyl)phenyl]ethyl]-3-chloro-7-(morpholine-4-carbonyl)pyrrolo[1,2-a]pyrazin-1-amine NC=1C=C(C=C(C1)C(F)(F)F)[C@@H](C)NC=1C=2N(C=C(N1)Cl)C=C(C2)C(=O)N2CCOCC2